3-(1-Methyl-1H-indol-3-yl)-7-(4-methylpiperazin-1-yl)quinolin-2-amine CN1C=C(C2=CC=CC=C12)C=1C(=NC2=CC(=CC=C2C1)N1CCN(CC1)C)N